ClCC(=O)NCCNC(=O)C1CCC(CC1)CNC(CCC1=CC(=C(C=C1)C(=O)O)C(=O)O)=O (1r,4r)-N-(2-(2-chloroacetamido)ethyl)-4-((3-(3,4-dicarboxyphenyl)propionylamino)methyl)cyclohexane-1-carboxamide